COC(C1=C(C=C(C=C1)N)N)=O methyl-2,4-diaminobenzoate